OC=1C(=C(C=NC1C)COC1=C(OP(=O)=N[C@H](C(=O)OC2=CC=3CCCCC3C=C2)C)C=CC=C1)CO (2S)-5,6,7,8-Tetrahydronaphthalen-2-yl 2-(((5-hydroxy-4-(hydroxymethyl)-6-methylpyridin-3-yl)methoxy)(phenoxy)phosphorylamino)propanoate